FC(CN1N=NC2=C1C=C(C=C2)C=2C=CN1N=C(N=C(C12)OC([2H])([2H])[2H])N[C@@H]1[C@@H](CN(CC1)C(C([2H])([2H])[2H])=O)F)F 1-((3R,4S)-4-((5-(1-(2,2-difluoroethyl)-1H-benzo[d][1,2,3]triazol-6-yl)-4-(methoxy-d3)pyrrolo[2,1-f][1,2,4]triazin-2-yl)amino)-3-fluoropiperidin-1-yl)ethan-1-one-2,2,2-d3